C(#N)C=1C=C(C=CC1)C=1N=C(SC1C1=CC(=NC(=C1)C)C)NC(=O)N1CCN(CC1)CC(C)(C)O N-[4-(3-cyanophenyl)-5-(2,6-dimethyl-4-pyridyl)thiazol-2-yl]-4-(2-hydroxy-2-methyl-propyl)piperazine-1-carboxamide